BrC1=NNC2=NC(=NC(=C21)C#N)N2CCC1(CC2)[C@@H](C=2C(=NC=CC2)C1)N[S@](=O)C(C)(C)C (R)-N-((S)-1'-(3-bromo-4-cyano-1H-pyrazolo[3,4-d]pyrimidin-6-yl)-5,7-dihydrospiro[cyclopenta[b]pyridin-6,4'-piperidin]-5-yl)-2-methylpropan-2-sulfinamide